COC1=C(C=C2C(=NC(=NC2=C1)C)N)O[C@@H]1COCC1 7-methoxy-2-methyl-6-[(3S)-oxolan-3-yl]oxyquinazolin-4-amine